7-chloro-8-isobutoxy-N-(1-(methylsulfonyl)piperidin-4-yl)-[1,2,4]triazolo[1,5-a]pyridin-2-amine ClC1=C(C=2N(C=C1)N=C(N2)NC2CCN(CC2)S(=O)(=O)C)OCC(C)C